3-(5-cyclobutyl-1,3-thiazol-2-yl)-5-[(3S)-tetrahydrofuran-3-ylmethoxy]-N-{(1S)-1-[2-(trifluoromethyl)pyrimidin-5-yl]ethyl}benzamide C1(CCC1)C1=CN=C(S1)C=1C=C(C(=O)N[C@@H](C)C=2C=NC(=NC2)C(F)(F)F)C=C(C1)OC[C@@H]1COCC1